NC1=C(C=C(C=C1Br)C)C(=O)N1CC2=CC=C(C=C2C1)Cl (2-amino-3-bromo-5-methylphenyl)(5-chloroisoindolin-2-yl)methanone